4,5,6-trifluoroisoindoline FC1=C2CNCC2=CC(=C1F)F